(6S,7S)-N-ethyl-6-((2-fluoro-[1,1'-biphenyl]-3-yl)methyl)-N-methyl-7-(methyl-sulfonamido)-5-azaspiro[2.4]heptane-5-carboxamide C(C)N(C(=O)N1CC2(CC2)[C@@H]([C@@H]1CC=1C(=C(C=CC1)C1=CC=CC=C1)F)NS(=O)(=O)C)C